tert-butyl 4-(4-(4,4,5,5-tetramethyl-1,3,2-dioxaborolan-2-yl)phenyl)-2-oxa-5-azabicyclo[4.1.0]heptane-5-carboxylate CC1(OB(OC1(C)C)C1=CC=C(C=C1)C1COC2CC2N1C(=O)OC(C)(C)C)C